(R)-(5-(1-(difluoromethyl)-1H-pyrazol-4-yl)-1,3,4-oxadiazol-2-yl)(4-(4-methylpyrazolo[1,5-a]pyridin-2-yl)-6,7-dihydro-1H-imidazo[4,5-c]pyridin-5(4H)-yl)methanone FC(N1N=CC(=C1)C1=NN=C(O1)C(=O)N1[C@H](C2=C(CC1)NC=N2)C2=NN1C(C(=CC=C1)C)=C2)F